OC([C@H](C[C@H]1C(NCC1)=O)NC(OC(C)(C)C)=O)C(=O)NCCOCC(C)C tert-butyl ((2S)-3-hydroxy-4-((2-isobutoxyethyl)amino)-4-oxo-1-((S)-2-oxopyrrolidin-3-yl)butan-2-yl)carbamate